CS(=O)(=O)C1=NC=CC(=C1)NC=1N=CC2=C(N1)CN(CC2)C(=O)OC(C)(C)C tert-butyl 2-[(2-methanesulfonylpyridin-4-yl)amino]-5H,6H,7H,8H-pyrido[3,4-d]pyrimidine-7-carboxylate